C(C)(C)C1=NN(C(=C1)S(=O)(=O)N1CC2(C1)CC(C2)N2CCOCC2)C 4-(2-((3-isopropyl-1-methyl-1H-pyrazol-5-yl)sulfonyl)-2-azaspiro[3.3]heptan-6-yl)morpholine